C(#N)C1=C[C@@]2([C@H](CCC=3C(=NC(=NC23)CCNC(OC(C)(C)C)=O)OC)[C@H](C1=O)C)C tert-butyl (2-((6aR,7R,10aS)-9-cyano-4-methoxy-7,10a-dimethyl-8-oxo-5,6,6a,7,8,10a-hexahydrobenzo[h]quinazolin-2-yl)ethyl)carbamate